2-methyl-2-{[2-(pyridin-4-yl)pyrido[3,4-d]pyrimidin-4-yl]amino}propane-1,3-diol CC(CO)(CO)NC=1C2=C(N=C(N1)C1=CC=NC=C1)C=NC=C2